(2S)-2-(benzyloxycarbonylamino)-3-isobutoxypropionic acid C(C1=CC=CC=C1)OC(=O)N[C@H](C(=O)O)COCC(C)C